methyl-[(3-bromo-6-chloro-4-quinolinyl) amino]-5-fluoro-benzoate CC=1C(=C(C(=O)[O-])C=C(C1)F)NC1=C(C=NC2=CC=C(C=C12)Cl)Br